OC[C@@H]1N([C@@H]2CC[C@H]1[C@H]2NC([O-])=O)[C@@H](C)C2=CC=CC=C2 ((1R,3R,4S,7R)-3-(hydroxymethyl)-2-((S)-1-phenylethyl)-2-azabicyclo[2.2.1]heptan-7-yl)carbamate